Cl.CN(CCCN=C=NCC)C 1-(3-dimethylaminopropyl)-3-2-ethyl-carbodiimide hydrochloride